4-((6-(4-(4-amino-3-(4-phenoxyphenyl)-1H-pyrazolo[3,4-d]pyrimidin-1-yl)piperidin-1-yl)-6-oxohexyl)thio)-2-(2,6-dioxopiperidin-3-yl)-5-fluoroisoindoline-1,3-dione NC1=C2C(=NC=N1)N(N=C2C2=CC=C(C=C2)OC2=CC=CC=C2)C2CCN(CC2)C(CCCCCSC2=C1C(N(C(C1=CC=C2F)=O)C2C(NC(CC2)=O)=O)=O)=O